COC1=C(C=C(C=C1)C(F)(F)F)CC(=O)O 2-[2-methoxy-5-(trifluoromethyl)phenyl]acetic acid